ClC=1C(=C(NC2=NC=NC3=CC=C(C=C23)[C@@]23CN(C[C@H]3C2)C(=O)OCC2=CC=CC=C2)C=CC1Cl)F benzyl (1R,5S)-1-[4-(3,4-dichloro-2-fluoro-anilino)quinazolin-6-yl]-3-azabicyclo[3.1.0]hexane-3-carboxylate